C(C)(C)(C)NC1=CC(=C2C(=N1)C=C(S2)C2=CC=NN2C2OCCCC2)NCCN(C(OC(C)(C)C)=O)C tert-butyl (2-((5-(tert-butylamino)-2-(1-(tetrahydro-2H-pyran-2-yl)-1H-pyrazol-5-yl)thieno[3,2-b]pyridin-7-yl)amino)ethyl)(methyl)carbamate